The molecule is a germacranolide that is (3aR,5E,9E,11aS)-2,3,3a,4,7,8,11,11a-octahydrocyclodeca[b]furan substituted by an oxo group, methylidene group, methyl group and methyl group at positions 2,3,6 and 10, respectively. It has a role as a plant metabolite. It derives from an 8alpha-hydroxygermacra-1(10),4,11(13)-trien-12-oate. C/C/1=C\\C[C@H]2[C@H](C/C(=C/CC1)/C)OC(=O)C2=C